([(1,2,3-benzotriazol-1-yloxy)bis(dimethylamino)-lambda5-phosphanyl])dimethyl-amine N1(N=NC2=C1C=CC=C2)OP(N(C)C)(N(C)C)N(C)C